NC1=C(C=C(C=N1)NC(C(=O)N1[C@@H](CC[C@H](C1)C)C=1C=NC=NC1)=O)C N-(6-amino-5-methyl-3-pyridyl)-2-[(2S,5R)-5-methyl-2-pyrimidin-5-yl-1-piperidyl]-2-oxo-acetamide